C(C)OC(=O)C1=CC(=NN1)C(C)(C)C 3-(tert-butyl)-1H-pyrazole-5-carboxylic acid ethyl ester